The molecule is an organic sodium salt that is 2',4',5',7'-tetrabromofluorescein in which the carboxy group and the phenolic hydroxy group have been deprotonated and the resulting charge is neutralised by two sodium ions. It has a role as a fluorochrome and a histological dye. It is an organobromine compound and an organic sodium salt. It contains a 2',4',5',7'-tetrabromofluorescein(2-). C1=CC=C(C(=C1)C2=C3C=C(C(=O)C(=C3OC4=C(C(=C(C=C24)Br)[O-])Br)Br)Br)C(=O)[O-].[Na+].[Na+]